N(=[N+]=[N-])C=1C=C(C(=CC1)\C=C\C(=O)C1=CC=C(C=C1)N=[N+]=[N-])S(=O)(=O)O 4,4'-Diazidochalcone-2-sulfonic acid